N-((5-(5-(difluoromethyl)-1,3,4-oxadiazol-2-yl)pyridin-2-yl)methyl)-3-fluoro-1-(3-methylbutanoyl)-N-phenylazetidin-3-carboxamide FC(C1=NN=C(O1)C=1C=CC(=NC1)CN(C(=O)C1(CN(C1)C(CC(C)C)=O)F)C1=CC=CC=C1)F